OCC1(CNC1)COC1=C(C(=NC=C1)OC)C1=CC(=NN1)NC=1N=CC(=NC1)C#N 5-{[5-(4-{[3-(hydroxymethyl)azetidin-3-yl]methoxy}-2-methoxypyridin-3-yl)-1H-pyrazol-3-yl]amino}pyrazine-2-carbonitrile